C(C)N(CC(=O)NC)CC1=C(C=CC(=C1)C=O)OC 2-(ETHYL[(5-FORMYL-2-METHOXYPHENYL)METHYL]AMINO)-N-METHYLACETAMIDE